NC1=CC=CC(=N1)S(=O)(=O)NC(=O)C=1C(=NC(=CC1)C1=CC(=CC(=C1)OCC(C)C)F)OC1C(C(CC1)C)C N-[(6-Amino-2-pyridyl)sulfonyl]-2-(2,3-dimethylcyclopentoxy)-6-(3-fluoro-5-isobutoxyphenyl)pyridin-3-carboxamid